BrCC=1N=NN(N1)COCC[Si](C)(C)C 5-(bromomethyl)-2-((2-(trimethylsilyl)ethoxy)methyl)-2H-tetrazole